C(#N)C=1C=C2C(=NC1)N(C=C2)C2=NC=C(C(=O)NC1CCC(CC1)C(NCC=1C=C3CN(C(C3=CC1)=O)C1C(NC(CC1)=O)=O)=O)C(=C2)NC(C)C 6-(5-cyano-1H-pyrrolo[2,3-b]pyridin-1-yl)-N-((1r,4r)-4-(((2-(2,6-Dioxopiperidin-3-yl)-1-oxoisoindoline-5-yl)methyl)carbamoyl)cyclohexyl)-4-(isopropylamino)nicotinamide